C(C)(C)(C)OC(=O)N1C[C@H](CC1)CC(CNC(CNC(C(CC1C2=CC=CC=C2C=2C=CC=CC12)=O)=O)=O)=O (R)-3-(10-(9H-fluoren-9-yl)-5,8-dioxo-2,9-dioxo-4,7-diazadecyl)pyrrolidine-1-carboxylic acid tert-butyl ester